COC(C1=C(C=C(C(=C1)OCCCN(C(C1=CC=C(C=C1)F)=O)C#CC)OC)NC(CC)=O)=O 5-(3-(4-fluoro-N-propynylbenzamido)propoxy)-4-methoxy-2-propioamidobenzoic acid methyl ester